C(CCC(=O)[O-])(=O)[O-].NNC(=[NH2+])N.NNC(=[NH2+])N aminoguanidinium succinate